C(C)OC(C(C[C@]1([C@@H](C=CC1=O)NC1=C(C=CC=C1)Cl)C1=CC(=CC=C1)OC)(F)F)=O 3-((1r,2r)-2-((2-chlorophenyl)amino)-1-(3-methoxyphenyl)-5-oxocyclopent-3-en-1-yl)-2,2-difluoropropionic acid ethyl ester